O=C1NC2=CC=CC=C2C(N1CC(=O)NC(C)C1=NC=C(C=C1)F)=O 2-(2,4-dioxo-1,4-dihydroquinazolin-3(2H)-yl)-N-(1-(5-fluoropyridin-2-yl)ethyl)acetamide